ClC=1C(=NC=CC1)N1N=C(C=C1C(=O)NC=1C(=CC=2N(C1C(=O)NC1CC1)N=CC2)C)CN2N=C(N=N2)C(F)(F)F 6-(1-(3-Chloropyridin-2-yl)-3-((5-(trifluoromethyl)-2H-tetrazol-2-yl)methyl)-1H-pyrazol-5-carboxamido)-N-cyclopropyl-5-methylpyrazolo[1,5-a]pyridin-7-carboxamid